BrCC(CC(F)(F)F)=O 1-bromo-4,4,4-trifluorobutan-2-one